N[C@H]1CN(CC[C@@H]2N(C1=O)[C@@H](CC2)C(=O)N[C@@H]2CCOC1=C2C=CC=C1)CC(F)(F)F (5S,8S,10aR)-5-amino-N-[(4R)-3,4-dihydro-2H-1-benzopyran-4-yl]-6-oxo-3-(2,2,2-trifluoroethyl)-decahydropyrrolo[1,2-a][1,5]diazocine-8-carboxamide